FC1=C(SC(=C1)C(C)(C)O)[S@](=O)(N)=NC(NC1=C2C(=NC(=C1)CC(F)(F)F)CCC2)=O |o1:10| (S) or (R)-3-Fluoro-5-(2-hydroxypropan-2-yl)-N'-((2-(2,2,2-trifluoroethyl)-6,7-dihydro-5H-cyclopenta[b]pyridin-4-yl)carbamoyl)thiophene-2-sulfonimidamide